ClC1=CC(=C2C(=N1)NC=C2)N2[C@@H](COCC2)C (R)-4-(6-Chloro-1H-pyrrolo[2,3-b]pyridin-4-yl)-3-methylmorpholine